4-((2-cyclohexylethyl)amino)-2-((1-methyl-1H-pyrazol-4-yl)amino)pyrimidin-5-carboxamide C1(CCCCC1)CCNC1=NC(=NC=C1C(=O)N)NC=1C=NN(C1)C